N1=NN(C2=NC=CC=C21)C2=CC(=C(C(=O)N(C1=NC=CC3=CC=CC(=C13)C)[C@H]1CNCC(C1)(F)F)C=C2)F (R)-4-(3H-[1,2,3]triazolo[4,5-b]pyridin-3-yl)-N-(5,5-difluoropiperidin-3-yl)-2-fluoro-N-(8-methylisoquinolin-1-yl)benzamide